C(=O)C(C(=O)OCC)C=O ethyl 2-formyl-3-oxopropanoate